(2R)-3-bromo-N-(3-chloro-4-cyanophenyl)-2-hydroxy-2-methylpropanamide BrC[C@](C(=O)NC1=CC(=C(C=C1)C#N)Cl)(C)O